3-[[2-(4-fluorophenyl)ethyl]amino]-1-methyl-4-(2-methyl-1H-Indol-3-yl)-1H-pyrrole-2,5-dione FC1=CC=C(C=C1)CCNC=1C(N(C(C1C1=C(NC2=CC=CC=C12)C)=O)C)=O